C(#N)[C@@H](C[C@@H]1C(NCCC1)=O)NC(=O)[C@H]1N([C@@H]2CC([C@H]1CC2)(F)F)C([C@@H](C(C)(C)C)NC(C(F)(F)F)=O)=O (1S,3S,4S)-N-[(1R)-1-cyano-2-[(3R)-2-oxo-3-piperidyl]ethyl]-2-[(2R)-3,3-dimethyl-2-[(2,2,2-trifluoroacetyl)amino]butanoyl]-5,5-difluoro-2-azabicyclo[2.2.2]octane-3-carboxamide